ClC=1N=C(C2=C(N1)C1=C(O2)C=CC=C1)C1=CC=CC=2N(C3=CC=CC=C3C12)C1=CC=CC=C1 2-chloro-4-(9-phenyl-9H-carbazol-4-yl)benzofuro[3,2-d]Pyrimidine